4-chloro-N-(4,4,4-trifluoro-2-methyl-1-phenylbutan-2-yl)-5,6,7,8-tetrahydroquinoline-3-carboxamide ClC1=C(C=NC=2CCCCC12)C(=O)NC(CC1=CC=CC=C1)(CC(F)(F)F)C